methyl-1-azabicyclo[3.2.2]nonan CC1N2CCC(CC1)CC2